thianthrene-9-sulfonate C1=CC=CC=2SC3=CC=CC(=C3SC12)S(=O)(=O)[O-]